tri-n-butylhexylphosphine 2,2-dimethylhexanoate CC(C(=O)O)(CCCC)C.C(CCC)C(CCCCCP)(CCCC)CCCC